2-[[(4-chloro-3-methyl-2-pyridinyl)methyl]sulfinyl]-1H-benzimidazole ClC1=C(C(=NC=C1)CS(=O)C1=NC2=C(N1)C=CC=C2)C